(1-(4-bromophenyl)cyclopropyloxy)trimethylsilane BrC1=CC=C(C=C1)C1(CC1)O[Si](C)(C)C